5-Fluoro-6-(2-methoxyethoxy)-3-[3-(6-methylpyridin-3-yl)-1,2-oxazol-5-yl]-1H-indazole FC=1C=C2C(=NNC2=CC1OCCOC)C1=CC(=NO1)C=1C=NC(=CC1)C